[N+](=O)([O-])C1=CC(=C(C=C1)O)CN1CCNCC1 4-Nitro-2-(piperazin-1-ylmethyl)Phenol